5-(tert-butoxycarbonyl)-4,5,6,7-tetrahydropyrazolo[1,5-a]pyrazine-3-carboxylic acid C(C)(C)(C)OC(=O)N1CC=2N(CC1)N=CC2C(=O)O